FC1(C2CN(CC12)C1=NC(=CC(=N1)C(=O)OC)C)F Methyl 2-(6,6-difluoro-3-azabicyclo[3.1.0]hexan-3-yl)-6-methylpyrimidine-4-carboxylate